tert-butyl (S)-3-(2-(1-(cyclopropanecarbonyl)piperidin-4-yl)-4-(methoxycarbonyl)phenoxy)pyrrolidine-1-carboxylate C1(CC1)C(=O)N1CCC(CC1)C1=C(O[C@@H]2CN(CC2)C(=O)OC(C)(C)C)C=CC(=C1)C(=O)OC